CS(=O)(=O)N[C@@H]1[C@@H](N(CC1)C=1SC(=CN1)C(=O)OC)CO[C@@H]1CC[C@@H](CC1)C1=CC=CC=C1 methyl 2-((2R,3S)-3-(methylsulfonamido)-2-((((CIS)-4-phenylcyclohexyl)oxy)methyl) pyrrolidin-1-yl)thiazole-5-carboxylate